C(#N)/N=C(/NCCCN(CCCCCCCC(=O)OC(CCCCCCCC)CCCCCCCC)CCCCCCCC(=O)OCCCCCCCCC)\NC heptadecan-9-yl (E)-8-((3-(2-cyano-3-methylguanidino)propyl)(8-(nonyloxyl)-8-oxooctyl)amino)octanoate